(3-isopropyl-1H-pyrazolo[4,3-c]pyridin-6-yl)acetamide C(C)(C)C1=NNC2=C1C=NC(=C2)CC(=O)N